C1(CC1)CN1C=C(C2=NN(C(C(=C21)C=2C=NC(=CC2)C2CC2)=O)C2=CC1=CN(N=C1C=C2)C)C=O 5-(cyclopropylmethyl)-4-(6-cyclopropylpyridin-3-yl)-2-(2-methyl-2H-indazol-5-yl)-3-oxo-2H,3H,5H-pyrrolo[3,2-c]pyridazine-7-carbaldehyde